3-(hydroxymethyl)cyclopentan-1-one OCC1CC(CC1)=O